OC1N(C(OC1)=O)C1=NN(C2=CC=C(C=C12)[N+](=O)[O-])C1OCCCC1 4-hydroxy-3-(5-nitro-1-(tetrahydro-2H-pyran-2-yl)-1H-indazol-3-yl)oxazolidin-2-one